C1(CC1)N1N=C2N(C(N([C@@H](C2=C1)C)C1CCN(CC1)C=1C(=NC=CC1C(F)F)OC)=O)CC1=C(C=CC=C1)C(F)(F)F (R)-2-cyclopropyl-5-(4'-difluoromethyl-2'-methoxy-3,4,5,6-tetrahydro-2H-[1,3']bipyridinyl-4-yl)-4-methyl-7-(2-trifluoromethyl-benzyl)-2,4,5,7-tetrahydro-pyrazolo[3,4-d]pyrimidin-6-one